(R)-2-fluoro-1-(4-(8-((3-methyl-4-((1-methyl-1H-benzo[d][1,2,3]triazol-5-yl)oxy)phenyl)amino)pyrimido[5,4-d]pyrimidin-2-yl)-2-(trifluoromethyl)piperazin-1-yl)prop-2-en-1-one FC(C(=O)N1[C@H](CN(CC1)C=1N=CC2=C(N1)C(=NC=N2)NC2=CC(=C(C=C2)OC2=CC1=C(N(N=N1)C)C=C2)C)C(F)(F)F)=C